O=C1NC(CCC1N1C(C2=CC=CC(=C2C1=O)NCC1=CC(=C(C=C1)CN1CC(C1)N1CCCC1)C)=O)=O 2-(2,6-dioxopiperidin-3-yl)-4-(3-methyl-4-((3-(pyrrolidin-1-yl)azetidin-1-yl)methyl)benzylamino)isoindoline-1,3-dione